O=C1NC(CCC1N1C(N(C2=C1C=CC=C2CCCCOCCCCNC(OC(C)(C)C)=O)C)=O)=O Tert-butyl N-(4-[4-[1-(2,6-dioxopiperidin-3-yl)-3-methyl-2-oxo-2,3-dihydro-1H-1,3-benzodiazol-4-yl]butoxy]butyl)carbamate